(2-methyl-1,2,3,4-tetrahydroisoquinolin-7-yl)isoquinoline-1,5-diamine CN1CC2=CC(=CC=C2CC1)C=1N=C(C=2C=CC=C(C2C1)N)N